NC1=NN(C=C1C=1C=C2CCNC(C2=CC1)=O)C1=CC=C2C=CN(C2=C1)C(CCl)=O 6-(3-amino-1-(1-(2-chloroacetyl)-1H-indol-6-yl)-1H-pyrazol-4-yl)-3,4-dihydroisoquinolin-1(2H)-one